COC1=CC=C(C2=CC=CC=C12)C=1CCOCC1 4-(4-methoxynaphthalene-1-yl)-3,6-dihydro-2H-pyran